3-(3-fluoro-4-(2,7-diazaspiro[3.5]non-2-yl)phenyl)piperidine-2,6-dione FC=1C=C(C=CC1N1CC2(C1)CCNCC2)C2C(NC(CC2)=O)=O